2-azabicyclo[2.2.2]octane-4-carboxylate hydrochloride Cl.C12NCC(CC1)(CC2)C(=O)O